O=C1C(CN(CC1)C(=O)OC(C)(C)C)C(=O)OCC 1-(tert-Butyl) 3-ethyl 4-oxopiperidine-1,3-dicarboxylate